3-(methacryloxy)propylmethyldimethoxysilane C(C(=C)C)(=O)OCCC[Si](OC)(OC)C